C(#N)C1=CC2=C(N=C(N=C2)NC=2C=C3CCN(CC3=CC2)C(=O)OC(C)(C)C)N(C1=O)C1=C(C=CC=C1F)F tert-butyl 6-((6-cyano-8-(2,6-difluorophenyl)-7-oxo-7,8-dihydropyrido[2,3-d]pyrimidin-2-yl)amino)-3,4-dihydroisoquinoline-2(1H)-carboxylate